(1r,4r)-4-((4-(2-(2-aminopyridin-3-yl)-5-phenyl-3H-imidazo[4,5-b]pyridin-3-yl)-2-fluoro-3-methylphenyl)carbamoyl)cyclohexane-1-carboxylic acid NC1=NC=CC=C1C1=NC=2C(=NC(=CC2)C2=CC=CC=C2)N1C1=C(C(=C(C=C1)NC(=O)C1CCC(CC1)C(=O)O)F)C